(2R,4R)-6-chloro-4-hydroxy-N-(3-{4-[1-(2,2,2-trifluoroethyl)-1H-pyrrol-3-yl]-1H-pyrazol-1-yl}bicyclo[1.1.1]pentan-1-yl)-3,4-dihydro-2H-1-benzopyran-2-carboxamide ClC=1C=CC2=C([C@@H](C[C@@H](O2)C(=O)NC23CC(C2)(C3)N3N=CC(=C3)C3=CN(C=C3)CC(F)(F)F)O)C1